N1C=C(C2=CC=CC=C12)C[C@@H]1N(CCC2=CC(=C(C=C12)OC)OC)C(=O)C=1SC=CN1 (S)-(1-((1H-indol-3-yl)methyl)-6,7-dimethoxy-3,4-dihydroisoquinoline-2(1H)-yl)(thiazol-2-yl)-methanone